tris(4,4-dimethyl-2-oxazolinyl)phenyl borate B(OC1=C(C(=C(C=C1)C=1OCC(N1)(C)C)C=1OCC(N1)(C)C)C=1OCC(N1)(C)C)([O-])[O-]